propane-2,2-diylbis(thio)diacetic acid CC(C)(SCC(=O)O)SCC(=O)O